[Cl-].C(C1=CC=CC=C1)N1CSC=C1C 3-benzyl-4-methylthiazole chloride salt